C12(CC(C1)C2)N2N=CC(=C2)N2N=CC1=CC(=C(C=C21)C2CCN(CC2)[C@@]2(COC[C@@H]2O[Si](C2=CC=CC=C2)(C2=CC=CC=C2)C(C)(C)C)C)Cl |o1:29| (R,R or S,S)-1-(1-(bicyclo[1.1.1]pentan-1-yl)-1H-pyrazol-4-yl)-6-(1-(4-((tert-butyldiphenylsilyl)oxy)-3-methyltetrahydrofuran-3-yl)piperidin-4-yl)-5-chloro-1H-indazole